urethane di(2-hydroxyethyl methacrylate) OCCC=C(C(=O)O)C.OCCC=C(C(=O)O)C.NC(=O)OCC